ClC=1C(C(=CC(C1)=O)Cl)=O 2,6-dichloro-1,4-benzoquinone